6-(2,6-diisopropylphenyl)phenol C(C)(C)C1=C(C(=CC=C1)C(C)C)C1=CC=CC=C1O